NC1=C(C=C(C=2C(C3=CC=CC=C3C(C12)=O)=O)NC1=CC=C(C=C1)C(C(F)(F)F)(C(F)(F)F)O)N1CCN(CC1)C1CCCCC1 1-amino-2-(4-cyclohexylpiperazin-1-yl)-4-{[4-(1,1,1,3,3,3-hexafluoro-2-hydroxypropan-2-yl)phenyl]amino}anthracene-9,10-dione